NCCOCCNC(C1=C(C=C(C=C1)NC=1C=2N(C=CN1)C(=CN2)C=2C(=NN(C2)CC=C)C(F)F)CC)=O N-[2-(2-aminoethoxy)ethyl]-4-[[3-[3-(difluoromethyl)-1-prop-2-enylpyrazol-4-yl]imidazo[1,2-a]pyrazin-8-yl]amino]-2-ethylbenzamide